Diethyl 2-((8-methyl-9-oxo-1,2,3,9-tetrahydropyrrolo[2,1-b]quinazolin-3-yl)methyl)malonate CC=1C=2C(N3C(=NC2C=CC1)C(CC3)CC(C(=O)OCC)C(=O)OCC)=O